4-(3-(2-(2-(2-Aminoethoxy)ethoxy)ethoxy)propyl)-2-(2,6-dioxopiperidin-3-yl)isoindoline NCCOCCOCCOCCCC1=C2CN(CC2=CC=C1)C1C(NC(CC1)=O)=O